FC1=CC=C(C=C1)N1C(=C(C2=C1C=C1C=NN(C1=C2)C(C(C)(C)C)=O)I)C(C)C 1-[5-(4-fluorophenyl)-7-iodo-6-isopropyl-pyrrolo[2,3-f]Indazol-1-yl]-2,2-dimethyl-propan-1-one